tert-butyl (3r,5s)-3-(2-((6-(benzylamino)-3-methyl-2-oxo-2,3-dihydro-1H-benzo[d]imidazol-4-yl) oxy) ethoxy)-4,4-difluoro-5-methylpiperidine-1-carboxylate C(C1=CC=CC=C1)NC=1C=C(C2=C(NC(N2C)=O)C1)OCCO[C@@H]1CN(C[C@@H](C1(F)F)C)C(=O)OC(C)(C)C